3-(isoquinolin-4-yl)-1-(4-methylpyrimidin-2-yl)-2-oxoimidazoline-4-carbonitrile C1=NC=C(C2=CC=CC=C12)N1C(N(CC1C#N)C1=NC=CC(=N1)C)=O